(S)-2-amino-N-methyl-3-(2-(6-phenylpyridin-3-yl)phenyl)propanamide N[C@H](C(=O)NC)CC1=C(C=CC=C1)C=1C=NC(=CC1)C1=CC=CC=C1